3-[[4-[1-(1-benzyl-4-tert-butoxycarbonyl-piperazin-2-yl)-2-phenyl-ethoxy]-6-(2,6-dimethylphenyl)pyrimidin-2-yl]sulfamoyl]benzoic acid C(C1=CC=CC=C1)N1C(CN(CC1)C(=O)OC(C)(C)C)C(CC1=CC=CC=C1)OC1=NC(=NC(=C1)C1=C(C=CC=C1C)C)NS(=O)(=O)C=1C=C(C(=O)O)C=CC1